COCC1=NN2C(N=CC=C2C(=O)NC2=NC=CC(=C2)C(F)(F)F)=C1C(=O)N 2-(Methoxymethyl)-N7-[4-(trifluoromethyl)-2-pyridyl]pyrazolo[1,5-a]pyrimidine-3,7-dicarboxamide